3-(cyclopropanesulfonamidomethyl)bicyclo[1.1.1]pentane C1(CC1)S(=O)(=O)NCC12CC(C1)C2